C1(CC1)C(CCCCCCCCCC)C(C(=O)O)CCCCCCBr.C1(CC1)C(CCCCCCCCCC)OC(CCCCCCCBr)=O 1-cyclopropyl-undecyl-8-bromooctanoate (1-cyclopropylundecyl 8-bromooctanoate)